(S)-6-(7-bromo-2-chloro-8-fluoroquinazolin-4-yl)-1-oxa-6-azaspiro[3.5]nonane BrC1=CC=C2C(=NC(=NC2=C1F)Cl)N1C[C@@]2(CCO2)CCC1